NC(C(=O)N1CC2=C(CCC1)N=C(NC2=O)C2(CC2)C2=CC=CC=C2)C2=CC(=CC=C2)C(F)(F)F 6-(2-amino-2-(3-(trifluoromethyl)phenyl)acetyl)-2-(1-phenylcyclopropyl)-3,5,6,7,8,9-hexahydro-4H-pyrimido[5,4-c]azepin-4-one